C(C)(C)(C)OC(=O)NC1=CC=C(OC2=C3C(=NC=C2)NC(=C3)C(=O)OCC)C=C1 ethyl 4-[4-(tert-butoxycarbonylamino)phenoxy]-1H-pyrrolo[2,3-b]pyridine-2-carboxylate